N-(5-Bromo-6-(1H-1,2,3-triazol-1-yl)pyridin-3-yl)-1-(chinolin-5-yl)-5-(trifluoromethyl)-1H-pyrazol-4-carboxamid BrC=1C=C(C=NC1N1N=NC=C1)NC(=O)C=1C=NN(C1C(F)(F)F)C1=C2C=CC=NC2=CC=C1